(2S)-4-(2,3-dimethylbenzothiophen-5-yl)-2-(9H-fluoren-9-ylmethoxycarbonyl-amino)-butyric acid CC=1SC2=C(C1C)C=C(C=C2)CC[C@@H](C(=O)O)NC(=O)OCC2C1=CC=CC=C1C=1C=CC=CC21